(1R)-1-(5-fluoro-13-methyl-17-oxa-2,9,13,14-tetrazatetracyclo[8.7.0.03,8.011,15]heptadeca-1,3(8),4,6,9,11,14-heptaen-7-yl)ethanamine FC1=CC=2N=C3OCC4=NN(C=C4C3=NC2C(=C1)[C@@H](C)N)C